C(#N)CCCCC(C(=O)OC(C)(C)C)(O)O tertiary butyl 6-cyano-(3R,5R)-dihydroxyhexanoate